C1(=CC(=CC=C1)C1=CC(=NC2=CC=C(C=C12)C(=O)N1CCOCC1)C)C1=CC=CC=C1 (4-([1,1'-biphenyl]-3-yl)-2-methylquinolin-6-yl)(morpholino)methanone